NC1=NC(=C(C=2N1N=C(N2)C(OC2=NC=CC=C2)C2=CC=CC=C2)C2=NC=NC=C2)C=2C=C(C#N)C=CC2 3-(5-Amino-2-(phenyl-(pyridin-2-yloxy)methyl)-8-(pyrimidin-4-yl)-[1,2,4]triazolo[1,5-c]pyrimidin-7-yl)benzonitrile